N,N-dihexyl-5H-Pyrimido[4,5-b][1,4]benzothiazin-2-amine C(CCCCC)N(C=1N=CC2=C(SC3=C(N2)C=CC=C3)N1)CCCCCC